C1=C(C=CC2=CC=CC=C12)C=1OC(=CC1)C1=CC=CC=C1 2-(naphthalen-2-yl)-5-phenylfuran